(S)-2-((tert-butoxycarbonyl) amino)-4-methylpentyl methanesulfonate CS(=O)(=O)OC[C@H](CC(C)C)NC(=O)OC(C)(C)C